N-[4-(2-tert-butylphenyl)sulfonylphenyl]-2,3,4-trihydroxy-5-[(2-propan-2-ylphenyl)methyl]benzamide C(C)(C)(C)C1=C(C=CC=C1)S(=O)(=O)C1=CC=C(C=C1)NC(C1=C(C(=C(C(=C1)CC1=C(C=CC=C1)C(C)C)O)O)O)=O